N,N-Dimethyl-1-phenylnaphthalen-2-amine CN(C1=C(C2=CC=CC=C2C=C1)C1=CC=CC=C1)C